C(C)(C)(C)C=1N=C(OC1)C1=NC(=CC(=C1)N(C)C)C=1OC=C(N1)C(C)(C)C 2,6-bis[4-(S)-tert-butyl-2-oxazolyl]-4-dimethylaminopyridine